Cl[Ru](CC1=CC=CC=C1)Cl dichloro(phenylmethyl)ruthenium